ClC1=CC(=C(C=C1)C=1N=C(SC1SC(C)C)N1N=C(C(=C1C(=O)O)C1=CC(=CC=C1)F)C)OC 1-(4-(4-chloro-2-methoxyphenyl)-5-(isopropylsulfanyl)thiazol-2-yl)-4-(3-fluorophenyl)-3-methyl-1H-pyrazole-5-carboxylic acid